(S)-N-(5-(3-hydroxypyrrolidin-1-yl)-2-morpholinothiazolo[4,5-b]pyridin-6-yl)-2-(2-methylpyridin-4-yl)oxazole-4-carboxamide O[C@@H]1CN(CC1)C1=C(C=C2C(=N1)N=C(S2)N2CCOCC2)NC(=O)C=2N=C(OC2)C2=CC(=NC=C2)C